3-(1-oxo-4-((2-((3-(4-(4-(quinoxalin-2-yl)-1H-pyrazol-1-yl)piperidin-1-yl)cyclopentyl)amino)pyrimidin-4-yl)amino)isoindolin-2-yl)piperidine-2,6-dione O=C1N(CC2=C(C=CC=C12)NC1=NC(=NC=C1)NC1CC(CC1)N1CCC(CC1)N1N=CC(=C1)C1=NC2=CC=CC=C2N=C1)C1C(NC(CC1)=O)=O